ClC1=CC=NC(=C1)C 4-chloro-6-methylpyridine